ethyl-2-oxoacetamide C(C)C(C(=O)N)=O